spiro[cyclopropane-1,2'-indene] C=1C2(C=C3C=CC=CC13)CC2